(1-Cyclopropylpyrazol-4-yl)-2-[4-([1,2,4]triazolo[1,5-a]pyridin-7-yl)phenyl]acetamide C1(CC1)N1N=CC(=C1)C(C(=O)N)C1=CC=C(C=C1)C1=CC=2N(C=C1)N=CN2